1-methyl-4-(6-nitro-pyridin-3-yl)piperazine tert-Butyl-(R)-(1-(4,6-dimethoxypyrimidin-2-yl)-3-hydroxypropan-2-yl)carbamate C(C)(C)(C)N(C(O)=O)[C@H](CC1=NC(=CC(=N1)OC)OC)CO.CN1CCN(CC1)C=1C=NC(=CC1)[N+](=O)[O-]